4-(2-morpholinoethyl)oxazol-2-amine O1CCN(CC1)CCC=1N=C(OC1)N